1-(1'-(2-(1,1-difluoroethyl)-6-ethylpyrimidin-4-yl)-1',2'-dihydrospiro[cyclopropane-1,3'-pyrrolo[3,2-c]pyridin]-6'-yl)urea FC(C)(F)C1=NC(=CC(=N1)N1CC2(C=3C=NC(=CC31)NC(=O)N)CC2)CC